2-methyl-4-(3-(piperidin-4-yl)-1H-pyrazol-5-yl)pyridine CC1=NC=CC(=C1)C1=CC(=NN1)C1CCNCC1